C(CCCCCCCCCCC)(=O)[O-].C(CCCCCCCCCCC)(=O)[O-].[Zn+2] zinc (II) dilaurate